methyl 2-(1-(2-((2-fluoro-4-((2-(2-fluoro-3-nitrophenyl)propan-2-yl)sulfonyl)phenyl)thio)-5-methoxy-6-((5-methyl-1H-pyrazol-3-yl)amino)pyrimidin-4-yl)piperidin-4-yl)acetate FC1=C(C=CC(=C1)S(=O)(=O)C(C)(C)C1=C(C(=CC=C1)[N+](=O)[O-])F)SC1=NC(=C(C(=N1)N1CCC(CC1)CC(=O)OC)OC)NC1=NNC(=C1)C